4-([1,1'-biphenyl]-4-yl)-2-chloroquinazoline C1(=CC=C(C=C1)C1=NC(=NC2=CC=CC=C12)Cl)C1=CC=CC=C1